2-O-(phenylaminocarbonyl)-lactic acid C1(=CC=CC=C1)NC(=O)OC(C(=O)O)C